N2-(4-aminophenyl)-N4-[2-(6-methyl-2-pyridyl)pyrrolo[2,1-f][1,2,4]triazin-4-yl]pyrimidine-2,4-diamine NC1=CC=C(C=C1)NC1=NC=CC(=N1)NC1=NC(=NN2C1=CC=C2)C2=NC(=CC=C2)C